1-(3-chloro-4-methylphenyl)-3-(5-((2-(2,6-dioxopiperidin-3-yl)-1-oxoisoindolin-4-yl)thio)pentyl)urea ClC=1C=C(C=CC1C)NC(=O)NCCCCCSC1=C2CN(C(C2=CC=C1)=O)C1C(NC(CC1)=O)=O